O[C@@H](C(=O)N1CC2(CC2)C[C@H]1C(=O)N[C@@H](C[C@H]1C(NCC1)=O)C(COC(F)(F)F)=O)[C@@H](CC)C (S)-5-((2r,3r)-2-hydroxy-3-methylpentanoyl)-N-((S)-3-oxo-1-((S)-2-oxopyrrolidin-3-yl)-4-(trifluoromethoxy)butan-2-yl)-5-azaspiro[2.4]heptane-6-carboxamide